tert-butyl (3S)-3-[5-(7-fluoro-2-methylindazol-5-yl)thieno[2,3-c]pyrazol-2-yl]pyrrolidine-1-carboxylate FC1=CC(=CC2=CN(N=C12)C)C1=CC=2C(=NN(C2)[C@@H]2CN(CC2)C(=O)OC(C)(C)C)S1